ClC=1C=C(CNC2=NC(=NC=C2CS(=O)(=O)NCC2=NC=CC=N2)N2[C@@H](CCC2)CO)C=CC1OC (S)-4-[(3-chloro-4-methoxybenzyl)amino]-2-[2-(hydroxymethyl)-1-pyrrolidinyl]-N-(2-pyrimidinylmethyl)-5-pyrimidinemethanesulfonamide